4-chloro-7-nitro-1H-spiro[2,1-benzothiazole-3,1'-cyclopentane] ClC1=CC=C(C2=C1C1(CCCC1)SN2)[N+](=O)[O-]